Sodium acrylamide C(C=C)(=O)N.[Na]